FC(C=1C=C(CNC2CCC3=CC(=CC=C23)Br)C=C(C1)C(F)(F)F)(F)F N-(3,5-bis(trifluoromethyl)benzyl)-5-bromo-2,3-dihydro-1H-inden-1-amine